C(N)(OC1=C(C(=C(C=C1)CCOCCNC)Cl)CC=1C=2C=C3N(C2C=CC1)C(N(C3)C3C(NC(CC3)=O)=O)=O)=O (2-(2,6-Dioxopiperidin-3-yl)-3-oxo-2,3-dihydro-1H-imidazo[1,5-a]indol-8-yl)-methyl-(3-chloro-4-(2-(2-(methylamino) ethoxy) ethyl) phenyl) carbamate